di(1,2,2,6,6-pentamethylpiperidin-4-yl) sebacate C(CCCCCCCCC(=O)OC1CC(N(C(C1)(C)C)C)(C)C)(=O)OC1CC(N(C(C1)(C)C)C)(C)C